NC1=CC(=C2CC(C(C2=C1)O)C(=O)OCC)F ethyl 6-amino-4-fluoro-1-hydroxy-indane-2-carboxylate